ClC1=C(C=CC=C1Cl)C=1C(N(C(N(C1)CC(N1CCC(CC1)N1C(NC2=C(CC1)C=CC=C2)=O)=O)=O)C(C)C)=O 5-(2,3-dichlorophenyl)-3-isopropyl-1-[2-oxo-2-[4-(2-oxo-4,5-dihydro-1H-1,3-benzodiazepin-3-yl)-1-piperidyl]ethyl]pyrimidine-2,4-dione